di[1-(5-hydroxy-3-methyl-1-phenyl-1H-pyrazol-4-yl)-6-methyl-1,3-dihydrofuro[3,4-c]pyridin-7-ol] dihydrochloride monohydrate O.Cl.Cl.OC1=C(C(=NN1C1=CC=CC=C1)C)C1OCC=2C=NC(=C(C21)O)C.OC2=C(C(=NN2C2=CC=CC=C2)C)C2OCC=1C=NC(=C(C12)O)C